di-tert-butyl (S)-(1-(6-chloro-3,5-dicyano-4-ethylpyridin-2-yl) pyrrolidin-3-yl) phosphate P(=O)(OC(C)(C)C)(OC(C)(C)C)O[C@@H]1CN(CC1)C1=NC(=C(C(=C1C#N)CC)C#N)Cl